2-(4-fluorophenyl)-3-(1H-pyrazolo[3,4-b]pyridin-4-yl)spiro[5,7-dihydropyrazolo[5,1-b][1,3]oxazine-6,3'-oxetan] FC1=CC=C(C=C1)C1=NN2C(OCC3(COC3)C2)=C1C1=C2C(=NC=C1)NN=C2